tetrapropylene glycol diacetate C(C)(=O)OC(C)COC(C)COC(C)COC(C)COC(C)=O